C(C)(C)(C)OC(=O)N1CC(CC1)N1N=CC(=C1)C1=C(C=2N=CN=C(C2N1C1=CC(=C(C=C1)OC1=NC=CC(=N1)C)F)N)C 3-(4-(4-amino-5-(3-fluoro-4-((4-methylpyrimidin-2-yl)oxy)phenyl)-7-methyl-5H-pyrrolo[3,2-d]pyrimidin-6-yl)-1H-pyrazol-1-yl)pyrrolidine-1-carboxylic acid tert-butyl ester